Ethyl (1R,2S,3S,4R)-3-amino-6,6-difluorobicyclo[2.2.2]octane-2-carboxylate N[C@@H]1[C@H]([C@@H]2C(C[C@H]1CC2)(F)F)C(=O)OCC